O=C1NC(CCC1N1C(C2=CC=C(C=C2C1=O)OCCOCCOCCN(C=1C=C(C=CC1)N1C(=NC2=C1C=CC(=C2)F)NC(C2=CC(=CC=C2)C(F)(F)F)=O)C)=O)=O N-(1-(3-((2-(2-(2-((2-(2,6-dioxopiperidin-3-yl)-1,3-dioxoisoindolin-5-yl)oxy)ethoxy)ethoxy)eth-yl)(methyl)amino)phenyl)-5-fluoro-1H-benzo[d]imidazol-2-yl)-3-(trifluoromethyl)benzamide